C12=CCCC(CC1)CC2 bicyclo[3.2.2]nonene